NC=1C(=NC=C(N1)N1CCC(CC1)(C)N)C=1C(=C(C=CC1)N1CCN(CC1)CC=1C=C(C=CC1)N1C(NC(CC1)=O)=O)Cl 1-(3-((4-(3-(3-amino-5-(4-amino-4-methylpiperidin-1-yl)pyrazin-2-yl)-2-chlorophenyl)piperazin-1-yl)methyl)phenyl)dihydropyrimidine-2,4(1H,3H)-dione